3-(2-Methoxy-4-dimethylaminophenyl)-3-(2-hydroxy-4,5-Dichlorophenyl)phthalid COC1=C(C=CC(=C1)N(C)C)C1(OC(=O)C2=CC=CC=C12)C1=C(C=C(C(=C1)Cl)Cl)O